5-chloro-3-(2,6-difluorophenyl)pyridin-2-amine ClC=1C=C(C(=NC1)N)C1=C(C=CC=C1F)F